FC=1C=C(C=NC1N1C(N(C2=NC(=NC=C2C1)SC)C(C)C)=O)NS(=O)(=O)CC1=CC=C(C=C1)F N-(5-fluoro-6-(1-isopropyl-7-(methylthio)-2-oxo-1,4-dihydropyrimido[4,5-d]pyrimidin-3(2H)-yl)pyridin-3-yl)-1-(4-fluorophenyl)methanesulfonamide